CC(C)C(C)O The molecule is a secondary alcohol that is 2-butanol carrying an additional methyl substituent at position 3. It has a role as a polar solvent and a plant metabolite. It derives from a hydride of an isopentane.